COC1N(C(C=2N(C1)C=CC2)=O)C methoxy(methyl)-3,4-dihydropyrrolo[1,2-a]pyrazine-1(2H)-one